rac-(1S,5R)-9-oxa-3-azabicyclo[3.3.1]nonan [C@@H]12CNC[C@@H](CCC1)O2 |r|